chlorotri(methyl)silane tert-butyl-N-[2-[2-[3-[3-(2,6-dioxo-3-piperidyl)-2-oxo-1,3-benzoxazol-7-yl]prop-2-ynoxy]ethoxy]ethyl]carbamate C(C)(C)(C)OC(NCCOCCOCC#CC1=CC=CC=2N(C(OC21)=O)C2C(NC(CC2)=O)=O)=O.Cl[Si](C)(C)C